FC(CN1CCC2(CN(C(N2CC2=C(C(=CC=C2)F)C)=O)C2=NC(=C(C=C2)C=2C=NNC2)CC)CC1)F 8-(2,2-difluoroethyl)-3-(6-ethyl-5-(1H-pyrazol-4-yl)pyridin-2-yl)-1-(3-fluoro-2-methylbenzyl)-1,3,8-triazaspiro[4.5]decan-2-one